FC1(CCN(CC1)C1=C(C=CC=C1F)C(C)=O)F (2-(4,4-difluoropiperidin-1-yl)-3-fluorophenyl)ethan-1-one